Cl.NC[C@H]1[C@@H](CC1)CN Trans-1,2-diaminomethyl-cyclobutane hydrochloride